ClC=1C=NN(C1CC1NC(C2=CC=CC=C12)(C)C)C 3-((4-chloro-1-methyl-1H-pyrazol-5-yl)methyl)-1,1-dimethylisoindoline